C1(CC1)[C@@]1(C(NC[C@@H]1C)=O)C#N (3S,4R)-3-cyclopropyl-4-methyl-2-oxopyrrolidine-3-carbonitrile